C1(CC1)C1=NNC(=C1)NC(CC=1C=NN(C1)C1=NC=CC(=C1)C)=O N-(3-cyclopropyl-1H-pyrazol-5-yl)-2-(1-(4-methylpyridin-2-yl)-1H-pyrazol-4-yl)acetamide